tert-Butyl (2-(5-((2R,9R)-2-(benzyloxy)-9-((tert-butyldiphenylsilyl)oxy)-1,1,1-trifluorodecan-2-yl)-1,3,4-oxadiazol-2-yl)-6-(methylsulfonyl)-5-(trifluoromethyl)pyridin-3-yl)carbamate C(C1=CC=CC=C1)O[C@](C(F)(F)F)(CCCCCC[C@@H](C)O[Si](C1=CC=CC=C1)(C1=CC=CC=C1)C(C)(C)C)C1=NN=C(O1)C1=NC(=C(C=C1NC(OC(C)(C)C)=O)C(F)(F)F)S(=O)(=O)C